C1(CC1)C1=CC=C(C=C1)C(C)(C)C=1N=C(SC1)N 4-(2-(4-cyclopropylphenyl)propan-2-yl)thiazol-2-amine